CN(C)C[C@@H]1CC(C[C@@H](N1)C=1C=2N(C=CC1)C(=C(N2)C#CCNC2=C(C=C(C=C2)S(=O)(=O)C)OC)CC(F)(F)F)(F)F N-(3-(8-((2R,6S)-6-((dimethylamino)methyl)-4,4-difluoropiperidin-2-yl)-3-(2,2,2-trifluoroethyl)imidazo[1,2-a]pyridin-2-yl)prop-2-yn-1-yl)-2-methoxy-4-(methylsulfonyl)aniline